CN1CCC(CC1)CNC(CCCCCCC(=O)OC)CCCCCCC(=O)OC dimethyl 8-[(1-methyl-4-piperidyl)methylamino]pentadecanedioate